ClC1=CC=CC=2N1C(C=C(N2)C=2N=C(C=1N(C2)C=C(N1)C)C)=O 6-chloro-2-{2,8-dimethylimidazo[1,2-a]pyrazin-6-yl}pyrido[1,2-a]pyrimidin-4-one